6-methanesulfonyl-[1,2,4]triazolo[1,5-a]pyridin-2-amine CS(=O)(=O)C=1C=CC=2N(C1)N=C(N2)N